CC1=C(C2=C3N1[C@@H](COC3=CC=C2)CN4CCOCC4)C(=O)C5=CC=CC6=CC=CC=C65.CS(=O)(=O)O (R)-(+)-[2,3-Dihydro-5-methyl-3-(4-morpholinylmethyl)pyrrolo[1,2,3-de]-1,4-benzoxazin-6-yl]-1-naphthalenylmethanone mesylate